N1=C(C=CC=C1)N1C(=C(C2=CC=CC=C12)C1=CC=CC=C1)C(C=C)O 1-(2-pyridyl)-2-(1-hydroxyallyl)-3-phenylindole